N-[(4S,5S)-4-(4-fluorophenyl)-3-methyl-6-oxo-1-phenyl-7-(prop-2-en-1-yl)-1H,4H,5H,6H,7H-pyrazolo[3,4-b]pyridin-5-yl]-3-(trifluoromethyl)benzamide FC1=CC=C(C=C1)[C@H]1C2=C(N(C([C@H]1NC(C1=CC(=CC=C1)C(F)(F)F)=O)=O)CC=C)N(N=C2C)C2=CC=CC=C2